CC1=C(C=C(C(N1C1=CC(=CC=C1)C(F)(F)F)=O)C(=O)NCC1=CC=C(C=C1)S(=O)(=O)C)CNC 6-methyl-5-[(methylamino)methyl]-N-[4-(methylsulfonyl)benzyl]-2-oxo-1-[3-(trifluoromethyl)phenyl]-1,2-dihydropyridine-3-carboxamide